(±)-(R)-9-((4-(Difluoromethoxy)phenyl)sulfonyl)-2-((S)-tetrahydro-2H-pyran-3-yl)-6-oxa-2,9-diazaspiro[4.5]decane FC(OC1=CC=C(C=C1)S(=O)(=O)N1CCO[C@@]2(CCN(C2)[C@@H]2COCCC2)C1)F |r|